OC=1C=C(C(=NC1)NC(=O)C=1C(N(C=CC1)C(C)C)=O)OC N-(5-hydroxy-3-methoxypyridin-2-yl)-1-isopropyl-2-oxo-1,2-dihydropyridine-3-carboxamide